OC(=O)C(F)(F)F.N[C@H]1CN(CC1)C1=NC(=NC2=CC(=CC=C12)N(C(C=C)=O)C)N1CCN(CC1)C (R)-N-(4-(3-aminopyrrolidin-1-yl)-2-(4-methylpiperazin-1-yl)quinazolin-7-yl)-N-methylacrylamide TFA salt